di(alpha,beta-dibromoethyl)benzene BrC(CBr)C1=C(C=CC=C1)C(CBr)Br